4-{(9,9-dimethylfluoren-2-yl)-(biphenyl-4-yl)amino}-4'-(biphenyl-4-yl-phenylamino)-2-phenyl-biphenyl CC1(C2=CC=CC=C2C=2C=CC(=CC12)N(C1=CC(=C(C=C1)C1=CC=C(C=C1)N(C1=CC=CC=C1)C1=CC=C(C=C1)C1=CC=CC=C1)C1=CC=CC=C1)C1=CC=C(C=C1)C1=CC=CC=C1)C